5-oxoundecanoic acid O=C(CCCC(=O)O)CCCCCC